Trans-N-[1-(aminomethyl)cyclopropyl]-4-[[2-[4-[4-[(4R)-4-amino-2-oxo-pyrrolidin-1-yl]phenyl]sulfonylpiperazin-1-yl]-6-chloro-4-pyridyl]-difluoro-methyl]cyclohexanecarboxamide NCC1(CC1)NC(=O)[C@@H]1CC[C@H](CC1)C(F)(F)C1=CC(=NC(=C1)Cl)N1CCN(CC1)S(=O)(=O)C1=CC=C(C=C1)N1C(C[C@H](C1)N)=O